tert-butyl (3R,4S)-3-methoxy-4-((2-(methylthio)-7-oxo-6-phenylpyrido[2,3-d]pyrimidin-8(7H)-yl)methyl)pyrrolidine-1-carboxylate CO[C@H]1CN(C[C@@H]1CN1C(C(=CC2=C1N=C(N=C2)SC)C2=CC=CC=C2)=O)C(=O)OC(C)(C)C